ClC1=C2C(=NC=C1C(=O)OCC)SC(=N2)C ethyl 7-chloro-2-methylthiazolo[5,4-b]pyridine-6-carboxylate